1-((3R,4S)-4-cyanotetrahydro-2H-pyran-3-yl)-3-((2-fluoro-6-methoxypyridin-4-yl)amino)-1H-pyrazole-4-carboxamide C(#N)[C@@H]1[C@H](COCC1)N1N=C(C(=C1)C(=O)N)NC1=CC(=NC(=C1)OC)F